1-bromo-4-chloro-2-isopropyl-benzene BrC1=C(C=C(C=C1)Cl)C(C)C